6-chloro-1,2,3,4-tetrahydro-2,7-naphthyridine ClC=1C=C2CCNCC2=CN1